ClC1=C2C(N(C(=NC2=CC=C1)[C@H]1N(CC2(CC2)C1)C(=O)OC(C)(C)C)CC=1SC(=CC1)C(=O)OC)=O tert-butyl (S)-6-(5-chloro-3-((5-(methoxycarbonyl) thiophen-2-yl) methyl)-4-oxo-3,4-dihydroquinazolin-2-yl)-5-azaspiro[2.4]heptane-5-carboxylate